ClC1=C(C(=O)NCC(N2CCC(CC2)OC2=NC=NC=C2)C2=C(N=CS2)C(F)F)C(=CC=C1)F 2-Chloro-N-{2-[4-(difluoromethyl)-1,3-thiazol-5-yl]-2-[4-(pyrimidin-4-yloxy)piperidin-1-yl]ethyl}-6-fluorobenzamide